3-(5-methyl-1,3-thiazol-2-yl)-5-(oxetan-3-yloxy)benzoic acid CC1=CN=C(S1)C=1C=C(C(=O)O)C=C(C1)OC1COC1